3-(2-pyridyldithio)-propionic acid N1=C(C=CC=C1)SSCCC(=O)O